N,N-dibenzyl-2-cyclopropyl-5-hydroxypentanamide C(C1=CC=CC=C1)N(C(C(CCCO)C1CC1)=O)CC1=CC=CC=C1